C(C(C)C)S(=O)(=O)C1=C(OC2=C(C=C(C=C2)C2=NOC(=N2)CN2C(N(C3(C2=O)CCNCC3)CCN3CCOCC3)=O)C(F)(F)F)C=CC=C1 3-((3-(4-(2-(isobutylsulfonyl)phenoxy)-3-(trifluoromethyl)phenyl)-1,2,4-oxadiazol-5-yl)methyl)-1-(2-morpholinoethyl)-1,3,8-triazaspiro[4.5]decane-2,4-dione